CC(CC1=CC=C(C=C1)SOC)(C)N1CCOCC1 2-methyl-1-[4-(methoxythio)-phenyl]-2-morpholinopropan